Cl.Cl.NCCC1=CC=C(C(=O)NC=2C=NC(=C(C2)Cl)N2CCNCC2)C=C1 4-(2-aminoethyl)-N-(5-chloro-6-piperazin-1-yl-3-pyridinyl)benzamide dihydrochloride